NCCCC1=CC=C(C=C1)C1=C(C=C(C#N)C=C1)OC1=CC(=NC(=C1)N1CCOCC1)C 4-[4-(3-aminopropyl)phenyl]-3-(2-methyl-6-morpholin-4-ylpyridin-4-yl)oxybenzonitrile